6-hydroxybenzo-morpholine OC=1C=CC=2OCCNC2C1